2-Methoxyethyl {3-[5-(4-ethylphenyl)-1H-pyrazol-3-yl]phenyl}carbamate C(C)C1=CC=C(C=C1)C1=CC(=NN1)C=1C=C(C=CC1)NC(OCCOC)=O